S-acetyl-aminomethyl-cysteine C(C)(=O)SC[C@H](NCN)C(=O)O